N-ethyl-2-(4-(2-(4-isopropylphenyl)-6-methoxy-3,4-dihydro-naphthalen-1-yl)phenyl)ethan-1-amine C(C)NCCC1=CC=C(C=C1)C1=C(CCC2=CC(=CC=C12)OC)C1=CC=C(C=C1)C(C)C